FC12CC(C1)(C2)N2N=C1N(C2=O)[C@H](CC1)C=1C=C(C#N)C=CC1 |r| (±)-3-[2-(3-fluorobicyclo[1.1.1]pentan-1-yl)-3-oxo-2,5,6,7-tetrahydro-3H-pyrrolo[2,1-c][1,2,4]triazol-5-yl]benzonitrile